(E)-2-(4-bromophenyl)ethene-1-sulfonyl fluoride BrC1=CC=C(C=C1)/C=C/S(=O)(=O)F